O=C1NC(CCC1N1C(N(C2=C1C=CC(=C2)C(C=O)CCC)C)=O)=O [1-(2,6-dioxo-3-piperidyl)-3-methyl-2-oxo-benzimidazol-5-yl]Pentanal